3,7-dibromo-2-(trifluoromethyl)-10H-phenothiazine BrC=1C(=CC=2NC3=CC=C(C=C3SC2C1)Br)C(F)(F)F